Cl.NC/C(/COC1=CC=C(C#N)C=C1)=C\F (E)-4-((2-(aminomethyl)-3-fluoroallyl)oxy)benzonitrile hydrochloride